1-(6-(3-(dimethylamino)prop-1-yn-1-yl)benzofuran-3-yl)dihydropyrimidine-2,4(1H,3H)-dione CN(CC#CC1=CC2=C(C(=CO2)N2C(NC(CC2)=O)=O)C=C1)C